COC1=NC=C(C(=O)NC)C=C1 6-methoxy-N-methylnicotinamide